((5-bromothiazol-2-yl)sulfonyl)-2,4-dichlorobenzamide BrC1=CN=C(S1)S(=O)(=O)C=1C(=C(C(=O)N)C=CC1Cl)Cl